Tert-Butyl 3-fluoro-3-(hydroxymethyl-d2)azetidine-1-carboxylate FC1(CN(C1)C(=O)OC(C)(C)C)C([2H])([2H])O